4-(3-methanesulfonylphenoxy)-N-(piperidin-3-yl)-5-(trifluoromethyl)pyrimidin-2-amine CS(=O)(=O)C=1C=C(OC2=NC(=NC=C2C(F)(F)F)NC2CNCCC2)C=CC1